C(C)(C)(C)OC(=O)N1C(=CC=2C=NC(=CC21)C=O)C(OC)OC 2-(Dimethoxymethyl)-6-formyl-pyrrolo[3,2-c]pyridine-1-carboxylic acid tert-butyl ester